N1(C=NC=C1)C=1C=C2C=CC(N(C2=CC1)C)=O 6-(1H-imidazol-1-yl)-1-methylquinolin-2(1H)-one